C(C1=CC=CC=C1)OC=1C(=C(C=CC1)N1CCC(CC1)(C#N)C=1C=CC(=NC1C(=O)OCC)C=1C(=NC=CC1)OCC)C(F)(F)F ethyl 5-(1-(3-(benzyloxy)-2-(trifluoromethyl) phenyl)-4-cyanopiperidin-4-yl)-2'-ethoxy-[2,3'-bipyridine]-6-carboxylate